N[C@H]1CCC[C@H](C(NC=2C=NN(C2C=2N=CC=C1C2)C)=O)C (9R,13S)-13-amino-3,9-dimethyl-3,4,7,17-tetraazatricyclo[12.3.1.02,6]Octadeca-1(18),2(6),4,14,16-pentaen-8-one